ClC1=CC=C(C(=O)NC=2SC(=CN2)[N+](=O)[O-])C=C1 4-chloro-N-(5-nitrothiazol-2-yl)benzamide